3'-amino-1-methyl-[3,4'-bipyridin]-6(1H)-one NC=1C=NC=CC1C1=CN(C(C=C1)=O)C